[B].[Mg].[B].[C@H]12N(C[C@H](NC1)C2)C(COC=2C=C1C(=C(NC1=CC2)C2=CC(=C(C=C2)OC)OC)C(C)C)=O 1-((1r,4r)-2,5-diazabicyclo[2.2.1]heptan-2-yl)-2-((2-(3,4-dimethoxyphenyl)-3-isopropyl-1H-indol-5-yl)oxy)ethan-1-one boron-magnesium-boron